CC=1C=CC(=NC1C(F)(F)F)OC1CCC2(CN(C2)C(=O)OC(C)(C)C)CC1 tert-Butyl 7-((5-methyl-6-(trifluoromethyl)pyridin-2-yl)oxy)-2-azaspiro[3.5]nonane-2-carboxylate